C(#N)C1=C(C=CC=C1C(F)(F)F)S(=O)(=O)OC1=CC=CC=C1 Phenyl 2-cyano-3-(trifluoromethyl)benzenesulfonate